C(C)(C)(C)[Si]1(OC[C@@H]2[C@H](O1)[C@H]([C@@H](O2)N2C1=NC=NC(=C1N=C2)N(C(C2=CC=CC=C2)=O)CC)F)C(C)(C)C N-(9-((4aR,6R,7R,7aS)-2,2-di-tert-butyl-7-fluorotetrahydro-4H-furo[3,2-d][1,3,2]dioxasilin-6-yl)-9H-purin-6-yl)-N-ethylbenzamide